2-chloro-4-nitrophenoxide ClC1=C([O-])C=CC(=C1)[N+](=O)[O-]